5-amino-8-(2,6-dimethyl-4-pyridinyl)-7-(4-fluorophenyl)-2-(pyridazin-3-ylmethyl)-[1,2,4]triazolo[4,3-c]pyrimidin-3-one NC1=NC(=C(C=2N1C(N(N2)CC=2N=NC=CC2)=O)C2=CC(=NC(=C2)C)C)C2=CC=C(C=C2)F